7-ethylindole C(C)C=1C=CC=C2C=CNC12